NC1=NC=C(C(=C1)C1=C(C=C(C=C1)F)O)F 2-(2-amino-5-fluoro-4-pyridyl)-5-fluoro-phenol